C(C1=CC=CC=C1)(=O)N1N=C(C2=C(C=CC=C12)C=1C=C2C=CC=C(C2=CC1)C(=O)NC1=CC(=C(C=C1)C)F)NC(CC)=O 6-(1-benzoyl-3-propionylamino-1H-indazol-4-yl)-N-(3-fluoro-4-methylphenyl)-1-naphthalamide